(e)-acryloyl chloride C(C=C)(=O)Cl